C(C)(C)(C)NC(=O)C1=C(C(=CC(=C1)C#N)C)NC(=O)C1=CC(=NN1C1=NC=C(C=C1Cl)Cl)OC1CSC1 N-(2-(tert-butylcarbamoyl)-4-cyano-6-methylphenyl)-1-(3,5-dichloropyridin-2-yl)-3-(thietan-3-yloxy)-1H-pyrazole-5-carboxamide